N-(2-sulfamoylpyridin-4-yl)-5-(trifluoromethyl)-2-[3-(trifluoromethyl)-pyrrolidin-1-yl]pyridine-3-carboxamide S(N)(=O)(=O)C1=NC=CC(=C1)NC(=O)C=1C(=NC=C(C1)C(F)(F)F)N1CC(CC1)C(F)(F)F